CC1=CC=C(C(=O)C(C(=O)C2=CC=C(C=C2)N2CCOCC2)(CC)N(C)C)C=C1 2-(4-methylbenzoyl)-2-(dimethylamino)-1-(4-morpholinophenyl)butan-1-one